C(C)(=O)NC(C(=O)O)C1(CCN(CC1)C(NCCCCC1=NC=2NCCCC2C=C1)=O)O 2-acetamido-2-(4-hydroxy-1-((4-(5,6,7,8-tetrahydro-1,8-naphthyridin-2-yl)butyl)carbamoyl)piperidin-4-yl)acetic acid